CN1C=NC(=C1)NC1=NC=CC(=C1)C1=CC(NC(=C1)C1=C(C=CC=C1)C(F)(F)F)=O 4-[2-[(1-methylimidazol-4-yl)amino]-4-pyridinyl]-6-[2-(trifluoromethyl)phenyl]-1H-pyridin-2-one